N1=CC(=CC2=CC=CC=C12)NC(C)=O N-quinolin-3-ylacetamide